3a'-Benzyl-2'-methyl-3'-oxo-2',3',3a',4'-tetrahydrospiro[cyclopropane-1,7'-pyrazolo[4,3-c]pyridine]-5'(6'H)-carboxylic acid tert-butyl ester C(C)(C)(C)OC(=O)N1CC2(C(C3(C1)CC3)=NN(C2=O)C)CC2=CC=CC=C2